5,7-dimethyl-2-(chloromethyl)benzo[d]oxazole CC=1C=C(C2=C(N=C(O2)CCl)C1)C